NC1=NC(N(C=C1)[C@@H]1CS[C@@H](O1)CO)=O (2r,5s)-4-amino-1-(2-hydroxymethyl-1,3-oxathiolan-5-yl)-(1H)-pyrimidin-2-one